(S)-4-((2-phenoxyethyl)(4-(5,6,7,8-tetrahydro-1,8-naphthyridin-2-yl)butyl)amino)-2-(quinazolin-4-ylamino)butanoic acid O(C1=CC=CC=C1)CCN(CC[C@@H](C(=O)O)NC1=NC=NC2=CC=CC=C12)CCCCC1=NC=2NCCCC2C=C1